C(C)(C)(C)OC(=O)N1CCN(CC1)C(=O)C1=NC(=NC=C1)NC1=CC=CC=C1 4-(2-(phenylamino)pyrimidine-4-carbonyl)piperazine-1-carboxylic acid tert-butyl ester